O1CC(C1)N1C=CC=2C1=NC=C(C2)C(=O)OC methyl 1-(oxetan-3-yl)-1H-pyrrolo[2,3-b]pyridine-5-carboxylate